OCCCNC(C(F)(F)F)=O N-(3-hydroxypropyl)trifluoroacetamide